3-(5-Oxotetrahydrofuran-2-yl)propanoic acid O=C1CCC(O1)CCC(=O)O